N-hydroxy-2-(2-methoxy-5-(methyl-(2-methylquinazolin-4-yl)amino)phenoxy)-2-phenylacetamide ONC(C(C1=CC=CC=C1)OC1=C(C=CC(=C1)N(C1=NC(=NC2=CC=CC=C12)C)C)OC)=O